FC(C)(F)C1=NC(=CC(=N1)N1CCC=2C=NC(=CC21)NC(C)=O)OC N-(1-(2-(1,1-difluoroethyl)-6-methoxypyrimidin-4-yl)-2,3-dihydro-1H-pyrrolo[3,2-c]pyridin-6-yl)acetamide